2H,3H-furo[2,3-b]pyridin O1CCC=2C1=NC=CC2